BrC=1C=CC2=C(N(C(O2)=O)CSC)C1 5-bromo-3-((methylthio)methyl)benzo[d]oxazol-2(3H)-one